(2S)-2-aminopropane NC(C)C